7-bromo-5-fluoro-1-methylene-2,3-dihydro-1H-indene BrC=1C=C(C=C2CCC(C12)=C)F